C(C1=CC=CC=C1)OC1=NC(=CC=C1N1C(N(C2=C1C=CC=C2OC2CC1(C2)CCN(CC1)C(=O)OC(C)(C)C)C)=O)OCC1=CC=CC=C1 tert-butyl 2-((1-(2,6-bis(benzyloxy)pyridin-3-yl)-3-methyl-2-oxo-2,3-dihydro-1H-benzo[d]imidazol-4-yl)oxy)-7-azaspiro[3.5]nonane-7-carboxylate